Methyl (S)-3-methoxy-2-methyl-2-((5-nitro-1-(phenylsulfonyl)-1H-pyrrolo[2,3-b]pyridin-4-yl)amino)propanoate COC[C@@](C(=O)OC)(NC1=C2C(=NC=C1[N+](=O)[O-])N(C=C2)S(=O)(=O)C2=CC=CC=C2)C